((6-(difluoromethoxy)-2-(2,2'-dimethyl-3'-((5-(((((S)-5-oxopyrrolidin-2-yl)methyl)amino)methyl)pyridin-2-yl)oxy)-[1,1'-biphenyl]-3-yl)benzo[d]oxazol-5-yl)methyl)-L-proline FC(OC1=CC2=C(N=C(O2)C=2C(=C(C=CC2)C2=C(C(=CC=C2)OC2=NC=C(C=C2)CNC[C@H]2NC(CC2)=O)C)C)C=C1CN1[C@@H](CCC1)C(=O)O)F